FC(N1N=C2C=CC(=CC2=C1)[N+](=O)[O-])F 2-difluoromethyl-5-nitroindazole